ClC=1C=C2C(=NC1OC)C(=C(N2C)C2=NN(C(=N2)C(C(F)(F)F)OC)CC2=CC=C(C=C2)OC)C=2C=NN(C2)C2OCCCC2 6-chloro-5-methoxy-2-(1-(4-methoxybenzyl)-5-(2,2,2-trifluoro-1-methoxyethyl)-1H-1,2,4-triazol-3-yl)-1-methyl-3-(1-(tetrahydro-2H-pyran-2-yl)-1H-pyrazol-4-yl)-1H-pyrrolo[3,2-b]pyridine